ClC1=NC(=CC(=C1)C=1C(=NN2C1N=C(C=C2)C(=O)NC(CO)(C)C)C2=CC(=CC=C2)C#N)C 3-(2-chloro-6-methyl-4-pyridinyl)-2-(3-cyanophenyl)-N-(2-hydroxy-1,1-dimethyl-ethyl)pyrazolo[1,5-a]pyrimidine-5-carboxamide